4H-1,2-Oxazin O1N=CCC=C1